(methylimino)thiomorpholine 1-oxide hydrochloride Cl.CN=C1NCCS(C1)=O